4,4'-((4-bromophenyl)methylene)bis(5-hydroxy-3-methyl-1H-pyrazole-4,1-diyl)bis(thiazole-2,4-diyl)dibenzoic acid BrC1=CC=C(C=C1)C(C=1C(=NN(C1O)C=1SC=C(N1)C1=CC=C(C(=O)O)C=C1)C)C=1C(=NN(C1O)C=1SC=C(N1)C1=CC=C(C(=O)O)C=C1)C